N'-diphenylmethyl-ethylene-diamine C1(=CC=CC=C1)C(NCCN)C1=CC=CC=C1